2-Hydroxydodecan-1-Sulfonic acid OC(CS(=O)(=O)O)CCCCCCCCCC